2-(((2-((4-fluorophenoxy)carbonyl)phenyl)sulfonyl)carbamoyl)isonicotinic acid FC1=CC=C(OC(=O)C2=C(C=CC=C2)S(=O)(=O)NC(=O)C=2C=C(C(=O)O)C=CN2)C=C1